isovalerophenone C(CC(C)C)(=O)C1=CC=CC=C1